CON(C(=O)C1=CSC=2CN(CCC21)C(=O)OC(C)(C)C)C tert-butyl 3-[methoxy (methyl) carbamoyl]-5,7-dihydro-4H-thieno[2,3-c]pyridine-6-carboxylate